O1C(CCCC1)OCC 2-((tetrahydro-2H-pyran-2-yl)oxy)ethan